tert-butyl 9-(4-oxobutyl)-3-azaspiro[5.5]undecane-3-carboxylate O=CCCCC1CCC2(CCN(CC2)C(=O)OC(C)(C)C)CC1